CC1(OB(OC1(C)C)C=1C=NN(C1)CCNC(OC(C)(C)C)=O)C tert-butyl (2-(4-(4,4,5,5-tetramethyl-1,3,2-dioxaborolan-2-yl)-1H-pyrazol-1-yl)ethyl)carbamate